8-(3,4-Dimethoxyphenyl)-1,4-dioxaspiro[4.5]dec-7-ene COC=1C=C(C=CC1OC)C1=CCC2(OCCO2)CC1